C(C)S(=O)(=O)C1=CC=C(C=C1)[C@H](CO)NC(C1=CC=C(C=C1)N1C([C@@H](CC1)OC1=CC=C(C=C1)C(F)(F)F)=O)=O N-((R)-1-(4-(ethylsulfonyl)phenyl)-2-hydroxyethyl)-4-((R)-2-oxo-3-(4-(trifluoromethyl)phenoxy)pyrrolidin-1-yl)benzamide